tert-butyl 2-bromo-2-(6-fluoro-1,3-dimethyl-1H-indazole-4-yl)acetate BrC(C(=O)OC(C)(C)C)C1=C2C(=NN(C2=CC(=C1)F)C)C